4-Chloro-2-((4-Nitrophenoxy)Methyl)Thiophene ClC=1C=C(SC1)COC1=CC=C(C=C1)[N+](=O)[O-]